C(CCCCCCC\C=C/C[C@H](O)CCCCCC)(=O)[O-].[Sn+2].C(CCCCCCC\C=C/C[C@H](O)CCCCCC)(=O)[O-] tin (II) ricinoleate